ClC=1C2=C(SC1C(=O)N)C=C(C=C2)F 3-chloro-6-fluorobenzo[b]thiophene-2-carboxamide